8-(4-Chloro-2-fluorophenyl)-2,3-dimethyl-6-((1R,2R)-2-(1-methyl-1H-pyrazol-4-yl)cyclopropyl)pyrido[3,4-d]pyrimidin-4(3H)-one ClC1=CC(=C(C=C1)C1=NC(=CC2=C1N=C(N(C2=O)C)C)[C@H]2[C@@H](C2)C=2C=NN(C2)C)F